Cl.CC1NCC1CS(=O)(=O)C 2-methyl-3-((methylsulfonyl)methyl)azetidine hydrochloride